1-heptadecanethiol C(CCCCCCCCCCCCCCCC)S